benzyl (4-(8-chloroimidazo[1,5-a]pyrazin-3-yl)bicyclo[2.2.1]heptan-1-yl)carbamate ClC=1C=2N(C=CN1)C(=NC2)C21CCC(CC2)(C1)NC(OCC1=CC=CC=C1)=O